(4-bromo-6-fluoro-3-formyl-2-naphthyl)-4-methylbenzenesulfonamide BrC1=C(C(=CC2=CC=C(C=C12)F)C1=C(C=CC(=C1)C)S(=O)(=O)N)C=O